2-(4-bromobutyl)thiophene tert-Butyl-2-(2'-(6-((5-(methylthio)-1,3,4-thiadiazol-2-yl)carbamoyl)-2-oxo-2H-pyran-4-yl)-[1,1'-biphenyl]-4-yl)acetate C(C)(C)(C)OC(CC1=CC=C(C=C1)C1=C(C=CC=C1)C1=CC(OC(=C1)C(NC=1SC(=NN1)SC)=O)=O)=O.BrCCCCC=1SC=CC1